ClC=1C(=CC(=NC1)OC)[C@H](C(=O)N1CC2(CC2)[C@@H](C1)NC1=NC(=C(C=C1)C1=NC=CC=N1)C)C (R)-2-(5-chloro-2-methoxypyridin-4-yl)-1-((S)-7-((6-methyl-5-(pyrimidin-2-yl)pyridin-2-yl)amino)-5-azaspiro[2.4]heptan-5-yl)propan-1-one